FC1=C(C=CC(=C1)N(C1CNCC1)C)NC(=O)C=1C(=CC=2N(C1)C=C(N2)C)OC N-(2-fluoro-4-(methyl(pyrrolidin-3-yl)amino)phenyl)-7-methoxy-2-methylimidazo[1,2-a]pyridine-6-carboxamide